4-[[[(4-methoxyphenyl)methyl](phenylmethyl)amino]sulfonyl]benzoic acid COC1=CC=C(C=C1)CN(S(=O)(=O)C1=CC=C(C(=O)O)C=C1)CC1=CC=CC=C1